N1CCC(C=C1)B(O)O tetrahydropyridin-4-boronic acid